(E)-N'-(2-chlorobenzylidene)-2-naphthohydrazide ClC1=C(\C=N\NC(=O)C2=CC3=CC=CC=C3C=C2)C=CC=C1